N-(trans-3-(2-methoxyethoxy)cyclobutyl)-5-(3-(2-methoxyethyl)-2-methyl-3H-imidazo[4,5-b]pyridin-5-yl)pyrrolo[2,1-f][1,2,4]triazin-2-amine COCCO[C@@H]1C[C@H](C1)NC1=NN2C(C=N1)=C(C=C2)C2=CC=C1C(=N2)N(C(=N1)C)CCOC